7-amino-2-(((tetrahydro-2H-pyran-4-yl)thio)methyl)quinazolin-4(3H)-one NC1=CC=C2C(NC(=NC2=C1)CSC1CCOCC1)=O